3-(t-Butyl)-4-(2,6-dimethoxyphenyl)-2,3-dihydrobenzo[d][1,3]oxaphosphole C(C)(C)(C)P1COC2=C1C(=CC=C2)C2=C(C=CC=C2OC)OC